FC1=C(C(=CC=C1)F)S(=O)(=O)N1CCN(CC1)C=1SC=C(N1)C(=O)O 2-[4-(2,6-difluorobenzenesulfonyl)-1-piperazinyl]thiazole-4-carboxylic acid